FC1CN(CCC1N)C(F)(F)F 3-fluoro-1-(trifluoromethyl)piperidin-4-amine